OC[C@@]12CCCN2C[C@@H](C1)OCCC(=O)OC methyl 3-(((2R,7aR)-7a-(hydroxymethyl)hexahydro-1H-pyrrolizin-2-yl)oxy)propanoate